N-(5-chloro-6-(2H-1,2,3-triazol-2-yl)pyridine-3-yl)-2-cyano-8-methyl-8-(trifluoromethyl)-7,8-dihydro-6H-pyrazolo[1,5-a]pyrrolo[2,3-e]pyrimidine-6-carboxamide ClC=1C=C(C=NC1N1N=CC=N1)NC(=O)N1CC(C2=C1C=NC=1N2N=C(C1)C#N)(C(F)(F)F)C